[Cl-].CN1C=[N+](C=C1)CCCCCCCC 1-methyl-3-octyl-imidazolium chloride salt